methyl-2-((3,5-bis(trifluoromethyl) benzylidene) amino)-2-vinylvalerate COC(C(CCC)(C=C)N=CC1=CC(=CC(=C1)C(F)(F)F)C(F)(F)F)=O